N1N=NC2=C1C=CC(=C2)C=O 1H-benzo[d][1,2,3]triazole-5-formaldehyde